(piperazin-1-yl)benzonitrile 2HCl Cl.Cl.N1(CCNCC1)C1=C(C#N)C=CC=C1